FC1=C(C=2C=NC(=NC2C=C1C1=C(C2=C(OCCN2)N=C1)C)NC=1C=NC(=CC1)CS(=O)(=O)C)N 6-fluoro-7-(8-methyl-2,3-dihydro-1H-pyrido[2,3-b][1,4]oxazin-7-yl)-N2-(6-((methylsulfonyl)methyl)pyridin-3-yl)quinazoline-2,5-diamine